BrC=1C=C(\C=N\[S@@](=O)C(C)(C)C)C=C(C1)F (S,E)-N-(3-bromo-5-fluorobenzylidene)-2-methylpropane-2-sulfinamide